3-((1H-pyrrolo[2,3-b]pyridin-5-yl)oxy)-4'-(4,4-dimethyl-2-phenylpyrrolidin-1-yl)-N-((3-nitro-4-(((tetrahydro-2H-pyran-4-yl)methyl)amino)phenyl)sulfonyl)-[1,1'-biphenyl]-4-carboxamide N1C=CC=2C1=NC=C(C2)OC=2C=C(C=CC2C(=O)NS(=O)(=O)C2=CC(=C(C=C2)NCC2CCOCC2)[N+](=O)[O-])C2=CC=C(C=C2)N2C(CC(C2)(C)C)C2=CC=CC=C2